6-(3-Methoxy-2-methylphenyl)-2-(5-methoxypyrimidin-2-yl)phthalazin-1(2H)-one COC=1C(=C(C=CC1)C=1C=C2C=NN(C(C2=CC1)=O)C1=NC=C(C=N1)OC)C